(8-bromo-3-chloroisoquinolin-5-yl)butan-1-ol BrC=1C=CC(=C2C=C(N=CC12)Cl)C(CCC)O